FC(OC1=CC=C(C(=O)N2[C@@H]3CCC[C@H]2CC3)C=C1)(F)F (1R,3s,5S)-8-(4-(trifluoromethoxy)benzoyl)-8-azabicyclo[3.2.1]octane